ClC=1C=C(C=NC1)C#C[Si](C)(C)C 2-(5-chloro-3-pyridyl)ethynyl-trimethyl-silane